[N+](=O)([O-])C=1C(=NC(=CC1)N1N=CC=C1)NC=1C=C2CC[C@H](C2=CC1)NC(OC(C)(C)C)=O tert-butyl N-[(1R)-5-{[3-nitro-6-(pyrazol-1-yl)pyridin-2-yl]amino}-2,3-dihydro-1H-inden-1-yl]carbamate